C(C)(C)(C)OC(N[C@H](C=O)C)=O N-[(1S)-1-methyl-2-oxo-ethyl]carbamic acid tert-butyl ester